CNCC1CC1 N-methylcyclopropylmethylamine